carbonyl hydride rhodium [Rh].C=O